[Cl-].[Li+].C(C)(C)[Mg]Cl isopropylmagnesium chloride Lithium chloride